ethyl 2-(2-((5-chloro-7-((2-methoxyethyl)amino)benzofuran-3-yl)methoxy)phenyl)acetate ClC=1C=C(C2=C(C(=CO2)COC2=C(C=CC=C2)CC(=O)OCC)C1)NCCOC